BrC=1C=C2C(=NC=NC2=CC1)N1CCC(CC1)C(=O)NC (6-Bromoquinazolin-4-yl)-N-methylpiperidine-4-carboxamide